O=C1C(N2CCC1CC2)CNS(=O)(=O)C2=CC=CC=C2 N-((3-oxoquinuclidin-2-yl)methyl)benzenesulfonamide